ClC=1N=CC2=C(N1)CN(CC2)C(=O)OC(C)(C)C tert-Butyl 2-chloro-5,8-dihydropyrido[3,4-d]pyrimidine-7(6H)-carboxylate